tert-butyl ((S)-3-(((S)-1,2-dithian-4-yl)amino)-2-(2,5-dioxo-2,5-dihydro-1H-pyrrol-1-yl)-3-oxopropyl)carbamate S1SC[C@H](CC1)NC([C@H](CNC(OC(C)(C)C)=O)N1C(C=CC1=O)=O)=O